BrC=1C(=NC(=NC1)N(C)C)N\C=N\O (E)-N-(5-bromo-2-(dimethylamino)pyrimidin-4-yl)-N'-hydroxyformamidine